C(C)(C)N1CCN(CC1)C(=O)C1=CC=C(C=C1)C1CC2(CC(C2)C#N)CCN1CC1=C2C=CNC2=C(C=C1OC)C 6-(4-(4-isopropylpiperazine-1-carbonyl)phenyl)-7-((5-methoxy-7-methyl-1H-indol-4-yl)methyl)-7-azaspiro[3.5]nonane-2-carbonitrile